4-(benzyloxy)-2,6-difluoropyridine C(C1=CC=CC=C1)OC1=CC(=NC(=C1)F)F